NCC1=CC(=C(C(N)=N)C(=C1)OC)F 4-(aminomethyl)-2-fluoro-6-methoxybenzimidamide